3h-spiro[imidazo[1,2-a]pyridine-2,1'-naphthalene]-6-carbonitrile C12(CC=CC3=CC=CC=C13)N=C1N(C=C(C=C1)C#N)C2